ClC1=CC=C(C(=N1)CNCC1=CC=C(C=C1)OC)N(C(C)C=1C=C(C=C2C(N(C=3N(C12)C=NC3C(=O)N(C)C)C)=O)C)CC3=CC=C(C=C3)OC 9-(1-((6-chloro-2-(((4-methoxybenzyl)amino)methyl)pyridin-3-yl)(4-methoxybenzyl)amino)ethyl)-N,N,4,7-tetramethyl-5-oxo-4,5-dihydroimidazo[1,5-a]quinazoline-3-carboxamide